(1R,4S,5R,6R,7S,10R)-7-isopropyl-4,10-dimethyl-tricyclo[4.4.0.0(1,5)]decan-ol C(C)(C)[C@H]1[C@@H]2[C@H]3[C@H](CC([C@]32[C@@H](CC1)C)O)C